Bis-(N,N-dimethylaminoethyl)adipat CN(C)CCOC(CCCCC(=O)OCCN(C)C)=O